methyl-2-methyl-1-oxo-4-[4-(trifluoromethyl)phenyl]isoquinoline CC=1N(C(C2=CC=CC=C2C1C1=CC=C(C=C1)C(F)(F)F)=O)C